N-(4-(tert-butyl)benzyl)-5-(N-methylaminosulfonyl)thiophene-2-carboxamide C(C)(C)(C)C1=CC=C(CNC(=O)C=2SC(=CC2)S(=O)(=O)NC)C=C1